prop-2-yn-1-yl-aniline C(C#C)NC1=CC=CC=C1